C(C)(C)(C)OC(NC=1C(N(C=CC1)[C@H](C(=O)N[C@@H](C[C@H]1C(NCC1)=O)C(C(=O)NCC1=CC=CC=C1)=O)CC1CC1)=O)=O Tert-butyl(1-((S)-1-(((S)-4-(Benzylamino)-3,4-Dioxo-1-((S)-2-oxopyrrolidin-3-yl)butan-2-Yl)Amino)-3-Cyclopropyl-1-Oxopropan-2-Yl)-2-Oxo-1,2-dihydropyridin-3-yl)carbamate